F.C(C)N(CC)CC triethylamine mono-hydrofluoric acid salt